BrC=1C=CC(=NC1C(C1=CC=C(C=C1)Cl)=O)N(C(OC(C)(C)C)=O)C tert-butyl N-[5-bromo-6-(4-chlorobenzoyl)-2-pyridyl]-N-methyl-carbamate